C(C)(C)(C)OC(=O)N1C(=CC2=CC(=CC(=C12)OCC1=C(C=C(C=C1)F)F)F)CN1C(C(=CC=C1)NC([C@H](CC\C=C\C(=O)N)NC(=O)OC)=O)=O tert-Butyl-(S,E)-2-((3-(7-amino-2-((methoxycarbonyl)-amino)-7-oxohept-5-enamido)-2-oxopyridin-1(2H)-yl)methyl)-7-((2,4-difluorobenzyl)oxy)-5-fluoro-1H-indol-1-carboxylat